2,5-bis(t-butylperoxy)2,5-dimethylhexane C(C)(C)(C)OOC(C)(CCC(C)(C)OOC(C)(C)C)C